Ethyl 2-{[(tert-butoxy) carbonyl] (methyl) amino}-5-{1-[(tert-butoxy) carbonyl] azetidin-3-yl}-1,3-thiazole-4-carboxylate C(C)(C)(C)OC(=O)N(C=1SC(=C(N1)C(=O)OCC)C1CN(C1)C(=O)OC(C)(C)C)C